C(#N)C1=C(C=CC(=C1)C(F)(F)F)N1CCC(CC1)(C=1C=CC(=NC1)C=1C(=NC=CC1)OCC)NC(=O)N1C[C@@H](CC1)N(C(OC(C)(C)C)=O)C tert-butyl N-[(3R)-1-({1-[2-cyano-4-(trifluoromethyl) phenyl]-4-{2'-ethoxy-[2,3'-bipyridin]-5-yl} piperidin-4-yl} carbamoyl) pyrrolidin-3-yl]-N-methylcarbamate